C(C)OC(=O)C1=NN(C(=C1C)OC1=C(C=C(C=C1)Br)F)C.[Cl-].C(CCCCCCCCCCCCCCC)(=O)OCCN1C(N(CC1)CCO)CCCCCCCCCCCCCCC 1-[2-(hexadecanoyloxy)ethyl]-2-pentadecyl-3-(2-hydroxyethyl)imidazoline Chloride ethyl-5-(4-bromo-2-fluorophenoxy)-1,4-dimethylpyrazole-3-Carboxylate